2,5-diamino-1,4-benzoquinone NC=1C(C=C(C(C1)=O)N)=O